N-(6-amino-5-ethylpyridin-3-yl)-2-((2R,5S)-2-(2-(2-(dimethylamino)ethyl)benzo[d]thiazol-5-yl)-5-methylpiperidin-1-yl)-2-oxoacetamide NC1=C(C=C(C=N1)NC(C(=O)N1[C@H](CC[C@@H](C1)C)C=1C=CC2=C(N=C(S2)CCN(C)C)C1)=O)CC